2,6-dichloro-8-fluoro-N-methylquinazolin-4-amine ClC1=NC2=C(C=C(C=C2C(=N1)NC)Cl)F